6-chloro-7-fluoro-3-(4-methylthiopyrimidin-2-yl)imidazo[1,2-a]pyridine ClC=1C(=CC=2N(C1)C(=CN2)C2=NC=CC(=N2)SC)F